methyl (E)-4-[2-[2-[2-[2-[2-[bis(tert-butoxycarbonyl)amino]ethoxy]ethoxy]ethoxy]ethoxy]ethyl-methyl-amino]but-2-enoate C(C)(C)(C)OC(=O)N(CCOCCOCCOCCOCCN(C/C=C/C(=O)OC)C)C(=O)OC(C)(C)C